C(C)(C)(C)OC(=O)N1CCN(CCC1)C1=NC=C(C=N1)OC1=NC(=CC(=C1)CN1CC[C@H]2C([C@H]2CC1)C(=O)[O-])C1=CC(=CC(=C1)Cl)Cl (1r,7s,8r)-4-((2-((2-(4-(tert-butoxycarbonyl)-1,4-diazepan-1-yl) pyrimidin-5-yl) oxy)-6-(3,5-dichlorophenyl) pyridin-4-yl) methyl)-4-azabicyclo[5.1.0]octane-8-carboxylate